ClC1=CC=C(C=C1)C=1N=C2N(C=CC=C2)C1CN1CC2COCC(C1)N2C(=O)OC(C)(C)C tert-butyl 7-{[2-(4-chlorophenyl) imidazo[1,2-a]pyridin-3-yl] methyl}-3-oxa-7,9-diazabicyclo[3.3.1]nonane-9-carboxylate